(tert-butoxycarbonylamino)-4-oxo-piperidine-1-carboxylic acid benzyl ester C(C1=CC=CC=C1)OC(=O)N1C(CC(CC1)=O)NC(=O)OC(C)(C)C